methyl 2-(chloromethyl)-3-(2-methoxyethyl)benzimidazole-5-carboxylate ClCC=1N(C2=C(N1)C=CC(=C2)C(=O)OC)CCOC